ClC1=CC=C(C=C1)C=1C=C(C(N(N1)C=1C=NSC1)=O)C(=O)NC[C@@H](C(F)(F)F)O 6-(4-chlorophenyl)-3-oxo-2-(1,2-thiazol-4-yl)-N-[(2S)-3,3,3-trifluoro-2-hydroxypropyl]-2,3-dihydropyridazine-4-carboxamide